1-[(3-HYDROXY-ADAMANT-1-YLAMINO)-ACETYL]-PYRROLIDINE-2(S)-CARBONITRILE OC12CC3(CC(CC(C1)C3)C2)NCC(=O)N2[C@@H](CCC2)C#N